N-(1-ethylpropyl)-8-methylsulfanyl-[1,2,4]triazolo[4,3-b]pyridazin-6-amine C(C)C(CC)NC=1C=C(C=2N(N1)C=NN2)SC